N-(4-((2-amino-3-chloropyridin-4-yl)oxy)-3-fluorophenyl)-5-methyl-1-phenyl-1H-pyrazole-4-carboxamide NC1=NC=CC(=C1Cl)OC1=C(C=C(C=C1)NC(=O)C=1C=NN(C1C)C1=CC=CC=C1)F